1,3-dioctadecyl-imidazole bromine salt [Br].C(CCCCCCCCCCCCCCCCC)N1CN(C=C1)CCCCCCCCCCCCCCCCCC